NC1=C(OC2=C(C=CC=C2)OC2=C(C=CC=C2)N)C=CC=C1 Di(aminophenoxy)benzene